tert-Butyl 3-[4-(5-chloro-2-cyanophenyl)-5-methoxy-2-oxopyridin-1(2H)-yl]-4-methyl-2-oxo-2,3,4,7-tetrahydro-1H-azepine-1-carboxylate ClC=1C=CC(=C(C1)C1=CC(N(C=C1OC)C1C(N(CC=CC1C)C(=O)OC(C)(C)C)=O)=O)C#N